CC1=C2COC(C2=CC=C1C=1C=NC=CC1)=O 4-methyl-5-(pyridin-3-yl)isobenzofuran-1(3H)-one